trans-2,5-bis(iodomethyl)-1,4-dioxane IC[C@@H]1OC[C@H](OC1)CI